O1CCN(CCC1)CCNC(C=C)=O N-[2-(tetrahydro-1,4-oxazepin-4(5H)-yl)ethyl]-2-propenamide